N-[6-[4-[(2R)-2-Aminopropyl]piperazin-1-yl]-2,2-dimethyl-3H-benzofuran-5-yl]pyrazolo[1,5-a]pyrimidine-3-carboxamide N[C@@H](CN1CCN(CC1)C1=CC2=C(CC(O2)(C)C)C=C1NC(=O)C=1C=NN2C1N=CC=C2)C